ONC(C1=CC=C(C=C1)CNC1=CC=C(C=C1)N1CCOCC1)=O N-hydroxy-4-(((4-morpholinylphenyl)amino)methyl)benzamide